C(C1=CC=CC=C1)C=1C=C(CC2=NC=CC=C2Br)C=CC1 2-(3-Benzylbenzyl)-3-bromopyridine